dipyrrylmethylvinylsilane N1C(=CC=C1)C(C=1NC=CC1)C=C[SiH3]